methyl 2-(((trifluoromethyl)sulfonyl)oxy)cyclopentane-1-carboxylate FC(S(=O)(=O)OC1C(CCC1)C(=O)OC)(F)F